1-[1-[2-[[(E)-3-[4-(trifluoromethyl)phenyl]prop-2-enoyl]amino]acetyl]piperidin-3-yl]bicyclo[2.1.1]hexane-5-carboxylic acid FC(C1=CC=C(C=C1)/C=C/C(=O)NCC(=O)N1CC(CCC1)C12CCC(C1C(=O)O)C2)(F)F